C(CC)(=O)[O-].C(CC)(=O)[O-].C(CC)(=O)[O-].[Al+3] aluminum trispropionate